C(C(C)C)C1(N(C2=C(CN(CC2)C(=O)[O-])N1)C)C(=O)OC(C)(C)C (tert-butyl) 2-isobutyl-1-methyl-1,4,6,7-tetrahydro-5H-imidazo[4,5-c]pyridine-2,5-dicarboxylate